C(C1=CC=CC=C1)SC1(CC1)CN1C(C2=C(CC1)C(=NN2C)C(=O)NCC2=CC=C(C=C2)Cl)=O 6-((1-(benzylthio)cyclopropyl)methyl)-N-(4-chlorobenzyl)-1-methyl-7-oxo-4,5,6,7-tetrahydro-1H-pyrazolo[3,4-c]pyridine-3-carboxamide